α-propanol C(CC)O